1-methyl-3-(2,3,5-trifluorophenoxy)azetidine CN1CC(C1)OC1=C(C(=CC(=C1)F)F)F